(E)-N-(3'-(1-((5-cyclopropyl-1H-pyrazol-3-yl)amino)-1-oxopropan-2-yl)-3-fluoro-[1,1'-biphenyl]-4-yl)-4-(diethylamino)but-2-enamide C1(CC1)C1=CC(=NN1)NC(C(C)C=1C=C(C=CC1)C1=CC(=C(C=C1)NC(\C=C\CN(CC)CC)=O)F)=O